(3S,5S)-5-methylpiperidine-3-carbamic acid tert-butyl ester C(C)(C)(C)OC(N[C@@H]1CNC[C@H](C1)C)=O